2-heptan-2-ylcyclohexan-1-one CC(CCCCC)C1C(CCCC1)=O